N1(C(=NC=C1)C=1N(C=CN1)C1=CC=C(C(=O)O)C=C1)C1=CC=C(C(=O)O)C=C1 4,4'-(1H,1'H-[2,2'-biimidazole]-1,1'-diyl)dibenzoic acid